4-amino-N-((5-chloro-1-methyl-1H-benzo[d]imidazol-2-yl)methyl)-7-fluoro-1-methyl-N-(2-oxopiperidin-1-yl)-1H-pyrazolo[4,3-c]quinoline-8-carboxamide NC1=NC=2C=C(C(=CC2C2=C1C=NN2C)C(=O)N(N2C(CCCC2)=O)CC2=NC1=C(N2C)C=CC(=C1)Cl)F